trans-4-((5-fluoro-4-(3-morpholinophenyl)pyrimidin-2-yl)amino)cyclohexyl (4-nitrophenyl) carbonate C(O[C@@H]1CC[C@H](CC1)NC1=NC=C(C(=N1)C1=CC(=CC=C1)N1CCOCC1)F)(OC1=CC=C(C=C1)[N+](=O)[O-])=O